C(C1=CC=CC=C1)N1C[C@H]([C@@H](CC1)O)C(C)(C)O |r| rac-(3R,4R)-1-benzyl-3-(2-hydroxypropan-2-yl)piperidin-4-ol